zinc N,N-dimethyldithiocarbamate CN(C([S-])=S)C.[Zn+2].CN(C([S-])=S)C